NC1=NC(=CC(=N1)C1=NN=C2N1C=CC(=C2)O)C=2OC=CC2 3-[2-amino-6-(furan-2-yl)pyrimidin-4-yl]-[1,2,4]triazolo[4,3-a]pyridin-7-ol